2,2-dimethyl-1,3-propanediol terephthalate C(C1=CC=C(C(=O)O)C=C1)(=O)O.CC(CO)(CO)C